C(C)S(=O)(=O)C1=CC=C(CNC(=O)C2=CC=3NC4=CC=C(C=C4SC3C=C2)OC)C=C1 2-((4-(ethylsulfonyl)benzyl)carbamoyl)-7-methoxy-10H-phenothiazine